ClC1=C(C=NN(C1=O)C)N[C@@H]1C[C@@H](CN(C1)C)C1=CC=C(COC=2C=C3C(N(C(C3=CC2)=O)C2C(NC(CC2)=O)=O)=O)C=C1 5-((4-((3R,5R)-5-((5-chloro-1-methyl-6-oxo-1,6-dihydropyridazin-4-yl)amino)-1-methylpiperidin-3-yl)benzyl)oxy)-2-(2,6-dioxopiperidin-3-yl)isoindoline-1,3-dione